2-(4-((1-(4-amino-3-(methylamino)phenyl)piperidin-4-yl)methoxy)piperidin-1-yl)acetic acid ethyl ester C(C)OC(CN1CCC(CC1)OCC1CCN(CC1)C1=CC(=C(C=C1)N)NC)=O